ClC=1C=C(CN2CC=3C(N(C=4N=CC=CC4C3CC2)CC2=CC=C(C=C2)F)=O)C=CC1 3-(3-chlorobenzyl)-6-(4-fluorobenzyl)-2,3,4,6-tetrahydropyrido[3,4-c][1,8]naphthyridine-5(1H)-one